8-isopropyl-6,7-dimethoxy-1,1-dimethyl-10-oxo-2,10-dihydro-1H-dibenzo[a,d][7]annulen-2-yl hex-5-ynoate C(CCCC#C)(=O)OC1C(C=2C(=CC3=C(C(C2)=O)C=C(C(=C3OC)OC)C(C)C)C=C1)(C)C